C1(CC1)N(C(C1=CC=C(C=C1)C=1C(=NC(=NC1)NC=1C=NC=2OC[C@@H]3CCC(N3C2C1)=O)OC)=O)C N-cyclopropyl-4-(4-methoxy-2-{[(6S)-3-oxo-8-oxa-2,10-diazatricyclo[7.4.0.02,6]trideca-1(9),10,12-trien-12-yl]amino}pyrimidin-5-yl)-N-methylbenzamide